3-(3-(3-(benzyloxy)propoxy)-4-(4-methylpiperazin-1-yl)phenyl)-5-bromo-1H-indazole C(C1=CC=CC=C1)OCCCOC=1C=C(C=CC1N1CCN(CC1)C)C1=NNC2=CC=C(C=C12)Br